trans-4-((3-(1-Cyclopropyl-1H-pyrazol-4-yl)phenyl)((trans-4-(4-methoxy-3-methylphenyl)cyclohexyl)methyl)carbamoyl)-cyclohexyl ((1H-imidazol-2-yl)methyl)carbamate N1C(=NC=C1)CNC(O[C@@H]1CC[C@H](CC1)C(N(C[C@@H]1CC[C@H](CC1)C1=CC(=C(C=C1)OC)C)C1=CC(=CC=C1)C=1C=NN(C1)C1CC1)=O)=O